CN(CCNC(=N)NC1=NC2=CC=CC=C2C=N1)C 1-(2-(dimethylamino)ethyl)-3-(quinazolin-2-yl)guanidine